ClC=1C(=NC(=NC1)N1[C@@H](CN(CC1)C(=O)OC(C)(C)C)C)N1CC(C1)C(NC(C)(C)C1=CN=C2N1C=CC=C2)=O tert-butyl (R)-4-(5-chloro-4-(3-((2-(imidazo[1,2-a]pyridin-3-yl)propan-2-yl)carbamoyl)azetidin-1-yl)pyrimidin-2-yl)-3-methylpiperazine-1-carboxylate